Tert-butyl (3R,4S)-3-(cyanomethyl)-4-methylsulfonyloxy-pyrrolidine-1-carboxylate C(#N)C[C@@H]1CN(C[C@H]1OS(=O)(=O)C)C(=O)OC(C)(C)C